tert-Butyl 4-formyl-4-(prop-2-en-1-yl)piperidine-1-carboxylate C(=O)C1(CCN(CC1)C(=O)OC(C)(C)C)CC=C